C(C)OC(CN1C=2N(C(C3=C1C(N(C3)C(C)CC)=O)=O)N=C(C2)C(C)(C)C)=O {6-[butan-2-yl]-2-tert-butyl-5,8-dioxo-5,6,7,8-tetrahydro-4H-pyrazolo[1,5-a]pyrrolo[3,4-d]pyrimidin-4-yl}acetic acid ethyl ester